C(#N)C=1C=C(C=CC1)N1CCN(CC1)C(=O)OC(C)(C)C tert-butyl 4-(3-cyanophenyl)piperazine-1-carboxylate